ClC=1C(N(C(=CC1OC([2H])([2H])C1=NC=C(C=C1Cl)F)C)C1=CC(=NC=C1C)N1C(C(=CC=C1)C(C)(C)O)=O)=O 4'-{3-chloro-4-[(3-chloro-5-fluoropyridin-2-yl)(2H2)methoxy]-6-methyl-2-oxopyridin-1-yl}-3-(2-hydroxypropan-2-yl)-5'-methyl-[1,2'-bipyridin]-2-one